C(C(=C)C)(=O)SC(CSC=1SC(=NN1)SCC)CCC 2-methacryloylthio-n-pentylthio-5-ethylthio-1,3,4-thiadiazole